tert-butyl (1R,2S)-2-((Z)-5-hydroxypent-2-en-1-yl)cyclopropane-1-carboxylate OCC\C=C/C[C@@H]1[C@@H](C1)C(=O)OC(C)(C)C